CC(CCCCCCC(=O)O)=C.OC1(CC(C1)C=O)C ((1s,3s)-3-Hydroxy-3-methylcyclobutyl)methanone 6-methyl-6-heptenyl-acetate